(S)-methyl 2-(chloromethyl)-1-(oxetan-2-ylmethyl)-1H-thieno[2,3-d]imidazole-5-carboxylate ClCC=1N(C2=C(N1)SC(=C2)C(=O)OC)C[C@H]2OCC2